(E)-3-(3-Nitrophenyl)allyl-tert-butyl carbonate C(OC(CC\C=C\C1=CC(=CC=C1)[N+](=O)[O-])(C)C)([O-])=O